N-(4-methyl-3-(7-methyl-8-oxo-2-((2-(thiazol-2-yl)ethyl)amino)-7,8-dihydropyrido[3,4-d]pyrimidin-6-yl)phenyl)-3-(trifluoromethyl)benzamide CC1=C(C=C(C=C1)NC(C1=CC(=CC=C1)C(F)(F)F)=O)C1=CC2=C(N=C(N=C2)NCCC=2SC=CN2)C(N1C)=O